FC=1C=C(C#N)C=C(C1)OC1=C2C=NN(C2=C(C=C1)S(=O)(=O)C)C1OCCCC1 3-fluoro-5-[7-methylsulfonyl-1-(oxan-2-yl)indazol-4-yl]oxybenzonitrile